OC(CNC(NC=1C=C2C(=C(C(=NC2=CC1)C1=CC=CC=C1)C1=CC=CC=C1)C(=O)OC)=O)CC methyl 6-(3-(2-hydroxybutyl) ureido)-2,3-diphenylquinoline-4-carboxylate